C(CCCC=C)C1C2(NC(CO2)C)CCC1 6-(hex-5-en-1-yl)-3-methyl-1-oxa-4-azaspiro[4.4]nonan